FCCN1C=C(C(C(=C1C)C1=C(C=C(C=C1)F)C)=O)C(=O)NC1=CC(=C(C=C1)OC1=CC=NC2=CC(=CN=C12)OC)F 1-(2-fluoroethyl)-N-[3-fluoro-4-[(7-methoxy-1,5-naphthyridin-4-yl)oxy]phenyl]-5-(4-fluoro-2-methylphenyl)-6-methyl-4-oxopyridine-3-carboxamide